6-fluoro-7-(hydroxymethyl)-4-(trifluoromethyl)-3,4-dihydroquinazolin-2(1H)-one FC=1C=C2C(NC(NC2=CC1CO)=O)C(F)(F)F